(2R,3S)-3-((TERT-BUTYLDIMETHYLSILYL)OXY)HEX-5-ENE-2-SULFONAMIDE [Si](C)(C)(C(C)(C)C)O[C@H]([C@@H](C)S(=O)(=O)N)CC=C